N=1N(N=CC1)C=1C=C(C=CC1)NC1=NC=NC2=CC(=C(C=C12)NC(C=C)=O)OCCCN1CCN(CC1)C N-(4-((3-(2H-1,2,3-triazol-2-yl)phenyl)amino)-7-(3-(4-methylpiperazin-1-yl)propoxy)quinazolin-6-yl)acryl-amide